2-(2,6-difluoro-3-methoxyphenyl)-4-((5-(4-hydroxypiperidin-1-yl)pyridin-2-yl)amino)-1,6-naphthyridin-5(6H)-one FC1=C(C(=CC=C1OC)F)C1=NC=2C=CNC(C2C(=C1)NC1=NC=C(C=C1)N1CCC(CC1)O)=O